thioxanthone disulphate S(=O)(=O)(O)OS(=O)(=O)O.C1=CC=CC=2SC3=CC=CC=C3C(C12)=O